COC1=C(CNC=2N=C(C3=C(N2)C=CC(=N3)C)NC(CO)CCCC)C=CC(=C1)OC 2-((2-((2,4-dimethoxybenzyl)amino)-6-methylpyrido[3,2-d]pyrimidin-4-yl)amino)hexan-1-ol